C(CC)N1NCN=C1 N-propyl-2H-1,2,4-triazole